7-(5-chloro-2-(2-(5-cyano-2-methyl-6-(4-methylpiperazin-1-yl)-4-oxo-7-(trifluoromethyl)quinazolin-3(4H)-yl)ethoxy)phenyl)-5-methylthieno[3,2-b]pyridine-3-carboxylic acid ClC=1C=CC(=C(C1)C1=C2C(=NC(=C1)C)C(=CS2)C(=O)O)OCCN2C(=NC1=CC(=C(C(=C1C2=O)C#N)N2CCN(CC2)C)C(F)(F)F)C